1-(5,6-diphenylpyrazin-2-yl)piperidine-4-amine C1(=CC=CC=C1)C=1N=CC(=NC1C1=CC=CC=C1)N1CCC(CC1)N